ClC=1C=C(C=CC1C1CCC(CC1)(C)O)[C@H]1S(CC12CNCC2)(=O)=O (R)-3-(3-chloro-4-((1R,4R)-4-hydroxy-4-methylcyclohexyl)phenyl)-2-thia-6-azaspiro[3.4]octane 2,2-dioxide